OC(CCCCCCCCCCC(=O)[O-])CCCCCC.[Zn+2].OC(CCCCCCCCCCC(=O)[O-])CCCCCC zinc (12-hydroxy stearate)